2-amino-4-{3-iodo-4-oxo-1H,5H,6H,7H-pyrrolo[3,2-c]Pyridin-2-yl}pyrimidine-5-carbonitrile NC1=NC=C(C(=N1)C1=C(C=2C(NCCC2N1)=O)I)C#N